N-{6-ethyl-7-methoxy-1H,2H,3H-cyclopenta[b]quinolin-9-yl}-1-(2-methoxyethyl)piperidin-4-amine C(C)C=1C(=CC=2C(=C3C(=NC2C1)CCC3)NC3CCN(CC3)CCOC)OC